C\C=C\CC (trans)-2-pentene